5-methyl-2-(2H-1,2,3-triazol-2-yl)benzoyl chloride CC=1C=CC(=C(C(=O)Cl)C1)N1N=CC=N1